C(C)(C)(C)[Si](C1=CC=CC=C1)(C1=CC=CC=C1)OCCOC1=C(C(=CC=C1)[N+](=O)[O-])Cl Tert-butyl-(2-(2-chloro-3-nitrophenoxy)ethoxy)diphenylsilane